Ethyl-4-oxo-7-(((perfluorobutyl)sulfonyl)oxy)-4H-chromene (1R,4R,5R,6R,7S)-6-acetamido-4-((R)-1,2-dihydroxyethyl)-7-hydroxy-2-oxo-3,9-dioxabicyclo[3.3.1]nonan-1-yl-palmitate C(C)(=O)N[C@H]1[C@@H]2[C@H](OC([C@](C[C@@H]1O)(O2)OC(CCCCCCCCCCCCCCC)=O)=O)[C@@H](CO)O.C(C)C=2OC1=CC(=CC=C1C(C2)=O)OS(=O)(=O)C(C(C(C(F)(F)F)(F)F)(F)F)(F)F